C1(=CC=CC=C1)C(C(=S)N)C phenyl-thiopropionamide